γ-methacryloxypropylmethoxysilane C(C(=C)C)(=O)OCCC[SiH2]OC